FC1=CC=C2CC(C(C2=C1)=O)C1=CC=CC=C1 6-fluoro-2-phenyl-1-indanone